tert-butyl 2-(3-acetyl-5-bromo-2-pyridyl)-2-cyano-acetate C(C)(=O)C=1C(=NC=C(C1)Br)C(C(=O)OC(C)(C)C)C#N